(1-methyl-3-(trifluoromethyl)-1H-pyrazol-5-yl)methanol CN1N=C(C=C1CO)C(F)(F)F